CNP(OC1=C(C=C(C=C1)C(C)(C)C)Cl)(OC)=O 4-(tert-butyl)-2-chlorophenyl methyl methylphosphoramidate